S(SN(CCCC)CCCC)N(CCCC)CCCC disulfanediylbis(N-butyl-1-butylamine)